(2,4,6-triisopropylbenzenesulfonyl)-3-amidino-phenylalanine C(C)(C)C1=C(C(=CC(=C1)C(C)C)C(C)C)S(=O)(=O)N[C@@H](CC1=CC(=CC=C1)C(N)=N)C(=O)O